N-(2-(pyrrolidin-1-yl)-5-methylphenyl)-4-fluorobenzo[d]isothiazol-1,1-dioxide N1(CCCC1)C1=C(C=C(C=C1)C)N1S(C2=C(C1)C(=CC=C2)F)(=O)=O